CC(C)CCC(CC)(C)C 2,5,5-trimethylheptane